ClC1=C(C(=C(C=C1OC)OC)Cl)NC(N(C)C1=CC(=NC=N1)NC1=C(C=C(C=C1)N1CCN(C2(CC2)C1)CC)NC(C=C)=O)=O N-(2-((6-(3-(2,6-dichloro-3,5-dimethoxyphenyl)-1-Methylureido)pyrimidin-4-yl)amino)-5-(4-ethyl-4,7-diazaspiro[2.5]octane-7-yl)phenyl)acrylamide